C(C)(C)(C)OC(=O)N1CC=2N(N=C(C2C1)I)C 3-iodo-1-methyl-4,6-dihydropyrrolo[3,4-c]pyrazole-5(1H)-carboxylic acid tert-butyl ester